FC1=CC=C(C=C1)N1C(=NN=C1)C1=CC=CC(=N1)N1CC=2C(=NC(=CC2C1=O)N(C)C(C)C)COC(NC)=O ((2-(6-(4-(4-fluorophenyl)-4H-1,2,4-triazol-3-yl)pyridin-2-yl)-6-(isopropyl(methyl) Amino)-1-oxo-2,3-dihydro-1H-pyrrolo[3,4-c]pyridin-4-yl)methyl)(methyl)carbamate